2-[2-hydroxy-3-methyl-5-(8-acryloyloxyoctyl)phenyl]-2H-benzotriazole OC1=C(C=C(C=C1C)CCCCCCCCOC(C=C)=O)N1N=C2C(=N1)C=CC=C2